tert-butyl (2S,4S)-4-(7-bromo-8-chloro-6-fluoro-4-(methylthio)-1H-pyrrolo[3,2-c]quinolin-1-yl)-2-(cyanomethyl)piperidine-1-carboxylate BrC=1C(=CC=2C3=C(C(=NC2C1F)SC)C=CN3[C@@H]3C[C@H](N(CC3)C(=O)OC(C)(C)C)CC#N)Cl